O=C1NC(=NO1)C1=C(N=CC(=N1)NC(C)=O)NC1=CC=C(C=C1)C(F)(F)F N-[6-(5-oxo-4H-1,2,4-oxadiazol-3-yl)-5-[4-(trifluoromethyl)anilino]pyrazin-2-yl]acetamide